4-{3-Benzyloxy-4-cyano-6-[(2,6-dimethyl-benzoyl)-N-methyl-amino]-pyridin-2-yl}-4-oxo-butyric acid ethyl ester C(C)OC(CCC(=O)C1=NC(=CC(=C1OCC1=CC=CC=C1)C#N)N(C)C(C1=C(C=CC=C1C)C)=O)=O